CN1C=NC(=C1)CCNC(=O)C1(CC2=CC=CC=C2C1)CC(=O)O 2-[2-[2-(1-methylimidazol-4-yl)ethylcarbamoyl]indan-2-yl]acetic acid